glutamine besylate S(=O)(=O)(O)C1=CC=CC=C1.N[C@@H](CCC(N)=O)C(=O)O